C(C1=CC=CC=C1)OCCCCCCCCC(CCCCCCCCCCO)=O 1-(benzyloxy)-19-hydroxynonadecan-9-one